3-chloro-4-[(3,5-difluoropyridin-2-yl)methoxy]-2'-[3-(2-hydroxypropan-2-yl)-5-methyl-1,2,4-triazol-1-yl]-5',6-dimethyl-[1,4'-bipyridin]-2-one ClC=1C(N(C(=CC1OCC1=NC=C(C=C1F)F)C)C1=CC(=NC=C1C)N1N=C(N=C1C)C(C)(C)O)=O